1-benzyl-3-hydroxypiperidine-3-carboxylic acid C(C1=CC=CC=C1)N1CC(CCC1)(C(=O)O)O